(S)-N-(Adamantan-1-Yl)-2-(3-(5-((1-Cyclopropylethyl)Carbamoyl)-4H-1,2,4-Triazol-3-Yl)Phenyl)Oxazole-5-Carboxamide C12(CC3CC(CC(C1)C3)C2)NC(=O)C2=CN=C(O2)C2=CC(=CC=C2)C2=NN=C(N2)C(N[C@@H](C)C2CC2)=O